4-((5-chloro-4-(3-methoxyphenyl)-7H-pyrrolo[2,3-d]pyrimidin-2-yl)amino)-3-methoxybenzene ClC1=CNC=2N=C(N=C(C21)C2=CC(=CC=C2)OC)NC2=C(C=CC=C2)OC